FC(CNC(=O)C1=NNC2=CC=C(C=C12)NCC1=C(C=CC(=C1)F)OC)F N-(2,2-difluoroethyl)-5-((5-fluoro-2-methoxybenzyl)amino)-1H-indazole-3-carboxamide